(2S)-2-(carbamoylamino)glutaric acid C(N)(=O)N[C@H](C(=O)O)CCC(=O)O